C(C)(C)OC1=C(O[C@H]2CN(CCC2)C2=CN=CC(=N2)NC(CC2=CC=C(C=C2)CC(=O)OC)=O)C=CC=C1 Methyl (R)-2-(4-(2-((6-(3-(2-isopropoxyphenoxy)piperidin-1-yl)pyrazin-2-yl)amino)-2-oxoethyl)phenyl)acetate